(5-((4-chlorobenzyl)oxy)-1,3,4-thiadiazol-2-yl)-3-(cyclohex-1-en-1-yl)pyridine-4-carboxamide ClC1=CC=C(COC2=NN=C(S2)C2=NC=CC(=C2C2=CCCCC2)C(=O)N)C=C1